P(=O)(OCCCCl)([O-])[O-].[Na+].[Na+] sodium 3-chloropropyl phosphate